IMIDAZOL-2-AMIN N1C(=NC=C1)N